12'-(benzyloxy)-3'-methyl-1',11'-dioxo-N-(2,4,6-trifluorobenzyl)-1',4',5',11'-tetrahydro-3'H,7'H-spiro[oxirane-2,6'-[2,7]methanopyrido[1,2-a][1,4]diazonine]-10'-carboxamide C(C1=CC=CC=C1)OC=1C(C(=CN2C1C(N1C(CCC3(C2C1)OC3)C)=O)C(=O)NCC3=C(C=C(C=C3F)F)F)=O